C1(CC1)C(C(C)P(OC)(OC)=O)C1=CC(=CC=C1)O dimethyl (1-cyclopropyl-1-(3-hydroxyphenyl)propan-2-yl)phosphonate